ClC1=NC=C(C(=N1)NC=1SC=CC1C(=O)OC)Cl methyl 2-(2,5-dichloropyrimidin-4-ylamino)-thiophene-3-carboxylate